2-amino-1,1-dideutero-ethanol NCC(O)([2H])[2H]